OC1C=2C=CC(=CC2CCC1C1N2C(C3=CC=CC=C13)=CN=C2)C(=O)N 5-hydroxy-6-(5H-imidazo[5,1-a]isoindol-5-yl)-5,6,7,8-tetrahydronaphthalene-2-carboxamide